7-(2-amino-7-fluorobenzo[d]thiazol-4-yl)-4-((1R,5S)-3,8-diazabicyclo[3.2.1]octan-8-yl)-6-chloro-8-fluoro-2-(((2S,4R)-4-fluoro-1-methylpyrrolidin-2-yl)methoxy)quinoline-3-carbonitrile NC=1SC2=C(N1)C(=CC=C2F)C2=C(C=C1C(=C(C(=NC1=C2F)OC[C@H]2N(C[C@@H](C2)F)C)C#N)N2[C@H]1CNC[C@@H]2CC1)Cl